OCC1=CC=C(C=N1)B1OC(C)(C)C(C)(C)O1 6-(Hydroxymethyl)pyridine-3-boronic acid pinacol ester